4-ethyl-1,4,8,11-tetraazacyclotetradecane C(C)N1CCNCCCNCCNCCC1